1-(3-chlorophenyl)-3-(2-hydrazinocarbonyl-5-trifluoromethoxyphenyl)-urea ClC=1C=C(C=CC1)NC(=O)NC1=C(C=CC(=C1)OC(F)(F)F)C(=O)NN